OC1=CC=NC=C1 4-hydroxy-pyridine